N-(7-(2-butylhydrazino)-7-oxoheptyl)-4-((5-nitro-1H-indol-3-yl)methyl)benzamide oxazol-5-ylmethyl-(4-((1-(cyclobutylsulfonyl)piperidin-4-yl)methyl)phenyl)carbamate O1C=NC=C1CN(C(O)=O)C1=CC=C(C=C1)CC1CCN(CC1)S(=O)(=O)C1CCC1.C(CCC)NNC(CCCCCCNC(C1=CC=C(C=C1)CC1=CNC2=CC=C(C=C12)[N+](=O)[O-])=O)=O